Cl.C1(CCC1)CNCC=1C=CC=2N(C1)C=C(N2)C(C)NC(C2=CN=CC(=C2)N(C)C)=O N-(1-(6-(((cyclobutylmethyl)amino)methyl)imidazo[1,2-a]pyridin-2-yl)ethyl)-5-(dimethylamino)Nicotinamide hydrochloride